CN1CCN(CC1)CCC(=O)NC1=CC2=C([Se]C(=C2)C(=O)O)C=C1 5-(3-(4-methylpiperazin-1-yl)propionamido)benzo[b]selenophene-2-carboxylic acid